Diethylmethyl-(decyl)silane C(C)[Si](CCCCCCCCCC)(C)CC